ClC=1C=C2C(=CN1)N(C(=C2)C=2C(=NC=CC2)CC)C 3-{5-chloro-1-methylpyrrolo[2,3-c]pyridin-2-yl}-2-ethylpyridine